3-[(1E)-3-hydroxyprop-1-en-1-yl]-4-(trifluoromethyl)benzoic acid methyl ester COC(C1=CC(=C(C=C1)C(F)(F)F)\C=C\CO)=O